lanthanum (III) dicyclopentadienone C1(C=CC=C1)=O.C1(C=CC=C1)=O.[La+3]